FS(=O)(=O)[N-]S(=O)(=O)C(F)(F)F N-(fluorosulfonyl)-N-(trifluoromethanesulfonyl)amide